3-propyl-2,5-furandione C(CC)C=1C(OC(C1)=O)=O